OCC1C(CCC2C(CCCC12C)(C)C)=O 1-(hydroxymethyl)-5,5,8a-trimethyl-octahydronaphthalen-2(1H)-one